(S)-3-(5-fluoro-1-methyl-2-oxo-1,2-dihydropyridin-4-yl)-2-methylpropyl methanesulfonate CS(=O)(=O)OC[C@H](CC1=CC(N(C=C1F)C)=O)C